N-vinyl-isopropyl-amide C(=C)[N-]C(C)C